1-(2-(4-((2',4'-difluoro-4-methoxy-[1,1'-biphenyl]-3-yl)amino)-7-methoxy-quinazolin-6-yl)-2,7-diazaspiro[3.5]nonan-7-yl)prop-2-en-1-one FC1=C(C=CC(=C1)F)C1=CC(=C(C=C1)OC)NC1=NC=NC2=CC(=C(C=C12)N1CC2(C1)CCN(CC2)C(C=C)=O)OC